C(N)(=O)NC(C1=C(N=CC=C1)F)=O N-carbamyl-fluoronicotinamide